2-{2-[benzyl-(methyl)amino]ethoxy}ethan-1-ol C(C1=CC=CC=C1)N(CCOCCO)C